4-(hydroxymethyl)-2-(1-methyl-1H-pyrazol-4-yl)benzaldehyde OCC1=CC(=C(C=O)C=C1)C=1C=NN(C1)C